(2e,7e)-4,8,12-trimethyltridec-3,7,11-trienoic acid CC(=CCC(=O)O)CC\C=C(\CCC=C(C)C)/C